Cl.C(CCCCCCCCC)C=1C=CC2=C(N=C(O2)NCCN)C1 N1-(5-decylbenzo[d]oxazol-2-yl)ethane-1,2-diamine hydrochloride